2-(1-Cyanopyrrolidin-2-yl)-6-(3-ethylphenyl)-N-methylbenzo[d]oxazole-4-carboxamide C(#N)N1C(CCC1)C=1OC=2C(N1)=C(C=C(C2)C2=CC(=CC=C2)CC)C(=O)NC